Br.BrCC(=O)C1=NC=CC=C1 2-(bromoacetyl)pyridine hydrobromide